1-(4-chlorophenyl)-2,2,2-trifluoro-1-ethanon-O-(1,3-dioxolan-2-ylmethyl) oxime O1C(OCC1)CON=C(C(F)(F)F)C1=CC=C(C=C1)Cl